ClC=1C=C2C(N(C(=NC2=CC1)NC1=CC=C(C=C1)CN1CC(C1)(F)F)C1=CC=CC=C1)=O 6-chloro-2-{4-[(3,3-difluoroazetidin-1-yl)methyl]anilino}-3-phenylquinazolin-4(3H)-one